2-(4'-Fluoro-2'-(4-methyl-4H-1,2,4-triazol-3-yl)-[1,1'-biphenyl]-3-yl)-7-(trifluoromethyl)-5-vinylbenzo[d]oxazole FC1=CC(=C(C=C1)C1=CC(=CC=C1)C=1OC2=C(N1)C=C(C=C2C(F)(F)F)C=C)C2=NN=CN2C